[K].C(C)(C)(C)OC(=O)N1CCN(CC1)C[B-](F)(F)F.[H+] (4-tert-butoxycarbonylpiperazin-1-yl)methyltrifluoroboric acid potassium salt